FC1=C(C(=C(C(=C1[B-](C1=C(C(=C(C(=C1F)F)F)F)F)(C1=C(C(=C(C(=C1F)F)F)F)F)C1=C(C(=C(C(=C1F)F)F)F)F)F)F)F)F.C[NH+](CCCCCCCCCCCC)CCCCCCCCCCCC methyldidodecyl-ammonium tetrakis(pentafluorophenyl)borate